C1(CC1)CO[C@H]1C[C@@H](N(CC1)CC1=C2C=CNC2=C(C=C1OC)C)C1=CC=C(C2=CC=CC=C12)C(=O)O 4-((2r,4r)-4-(cyclopropylmethoxy)-1-((5-methoxy-7-methyl-1H-indol-4-yl)methyl)piperidin-2-yl)-1-naphthoic acid